C(C)N1N=C2C=C(C=CC2=C1N1CCN(CC1)C(C=C)=O)C1=CC=C(C=C1)O 1-(4-(2-ethyl-6-(4-hydroxyphenyl)-2H-indazol-3-yl)piperazin-1-yl)prop-2-en-1-one